(4-trifluoromethyl-benzyl)-5-chloro-indoline-2,3-dione FC(C1=CC=C(CN2C(C(C3=CC(=CC=C23)Cl)=O)=O)C=C1)(F)F